C(C)C1=CC=C(C=N1)C1COC2=C(O1)C(=CC(=C2)CC=2C=NN1C2N=CC(=C1)OC)OC 3-((2-(6-ethylpyridin-3-yl)-8-methoxy-2,3-dihydrobenzo[b][1,4]dioxin-6-yl)methyl)-6-methoxypyrazolo[1,5-a]pyrimidine